CC1([C@@H]([C@H](CCC1)C)CCC(CCC)OC(CC1=CC=CC=C1)=O)C 1-((1R,6S)-2,2,6-Trimethylcyclohexyl)hexan-3-yl-2-phenylacetat